C(C1=CC=CC=C1)N(C(O)=O)[C@@H]1CC(CC1)(F)F.C(C=C)NCCCNCC=C 1,3-Bis(allylamino)propane (S)-benzyl-(3,3-difluorocyclopentyl)carbamate